(3R,6R)-1-(7-chloro-8-fluoro-2-(((2R,7aS)-2-fluorohexahydro-1H-pyrrolizin-7a-yl)methoxy)pyrido[4,3-d]pyrimidin-4-yl)-6-methylpiperidin-3-ol ClC1=C(C=2N=C(N=C(C2C=N1)N1C[C@@H](CC[C@H]1C)O)OC[C@]12CCCN2C[C@@H](C1)F)F